2-(4-nitrophenyl)-2,3-dihydroquinazolin-4(1H)-one [N+](=O)([O-])C1=CC=C(C=C1)C1NC2=CC=CC=C2C(N1)=O